hexahydroxycyclotriphosphazene OP1(=NP(=NP(=N1)(O)O)(O)O)O